COC1=CC=CC(=C1OC)NC(=O)CBr 2-bromo-N-(2,3-dimethoxyphenyl)acetamide